2-(6-(2,3,5,6-tetrafluorophenyl)-3-thioxo-2,5,6,7-tetrahydro-3H-pyrrolo[1,2-c]imidazol-1-yl)ethan-1-one FC1=C(C(=C(C=C1F)F)F)C1CC=2N(C(NC2CC=O)=S)C1